C[C@H]1C(C(=C[C@@]2([C@@H]1CCC=1C(=NC=NC21)C2=CC=CC=C2)C)C#N)=O (6aR,7R,10aS)-7,10a-dimethyl-8-oxo-4-phenyl-5,6,6a,7,8,10a-hexahydrobenzo[h]quinazoline-9-carbonitrile